methyl-(cyclopentadienyl)(2,7-di-t-butyl-fluorenyl)(phenyl)methane CC(C1=CC=CC=C1)(C1=C(C=CC=2C3=CC=C(C=C3CC12)C(C)(C)C)C(C)(C)C)C1C=CC=C1